C(C1=CC=CC=C1)C1=NCC=C(C1)CO benzyl-4-(hydroxymethyl)-3,6-dihydropyridine